alpha-glucopyranose monohydrate O.O[C@@H]1[C@H](O)[C@@H](O)[C@H](O)[C@H](O1)CO